(R)-8-(3-Aminopiperidin-1-yl)octanoic acid ethyl ester C(C)OC(CCCCCCCN1C[C@@H](CCC1)N)=O